(E)-indazole N1N=CC2=CC=CC=C12